[5-chloro-2-fluoro-3-(4,4,5,5-tetramethyl-1,3,2-dioxaborolan-2-yl)phenyl]propane-1-sulfonamide ClC=1C=C(C(=C(C1)C(CC)S(=O)(=O)N)F)B1OC(C(O1)(C)C)(C)C